Cl.ClC=1C=C(C=CC1C(F)(F)F)CN (3-chloro-4-(trifluoromethyl)phenyl)methanamine hydrochloride